C(C1=CC=CC=C1)OC([C@@H](N)CO)=O L-serine-benzyl ester